ClC1=CC=C(C=C1)[C@@]1(N(C(C2=CC(=CC=C12)C(C)(C=1C=N(C=CC1)=O)O)=O)CC1=NC=C(C=C1)Cl)OC (3R)-3-(4-Chlorophenyl)-2-[(5-Chloropyridin-2-yl)methyl]-6-[1-hydroxy-1-(1-oxo-1λ5-pyridin-3-yl)ethyl]-3-methoxy-2,3-dihydro-1H-isoindol-1-on